1-(5-(5-cyano-4-(6-methoxypyridin-3-yl)thiazol-2-ylcarbamoyl)pyridin-2-yl)piperidine-4-carboxylic acid methyl ester COC(=O)C1CCN(CC1)C1=NC=C(C=C1)C(NC=1SC(=C(N1)C=1C=NC(=CC1)OC)C#N)=O